C1(CCC1)C1=CN=C(S1)NC1=CC(=NC(=N1)CC)OCCNC([C@H](C)N(C(OC(C)(C)C)=O)C)=O tert-butyl N-[(1S)-2-[2-[6-[(5-cyclobutylthiazol-2-yl)amino]-2-ethyl-pyrimidin-4-yl]oxyethylamino]-1-methyl-2-oxo-ethyl]-N-methyl-carbamate